ClC=1C=C(C=2C(=NC(=C(N2)C)C)N1)N1C[C@@H](O[C@@H](C1)C)C=1C=NN(C1)C1CC1 (2S,6R)-4-(6-chloro-2,3-dimethyl-pyrido[2,3-b]pyrazin-8-yl)-2-(1-cyclopropylpyrazol-4-yl)-6-methyl-morpholine